CN(C)CCN(CCN(C)C)CCN(C)C tri-(N,N-dimethylaminoethyl)amine